6-Fluoro-2-(4-morpholin-4-ylmethyl-phenyl)-quinoline-4-carboxylic acid (2-pyrrolidin-1-yl-ethyl)-amide N1(CCCC1)CCNC(=O)C1=CC(=NC2=CC=C(C=C12)F)C1=CC=C(C=C1)CN1CCOCC1